(S)-3-(6-(4-(morpholinomethyl)benzyl)-2-oxobenzo[cd]indol-1(2H)-yl)piperidine-2,6-dione O1CCN(CC1)CC1=CC=C(CC=2C=3C4=C(C(N(C4=CC2)[C@@H]2C(NC(CC2)=O)=O)=O)C=CC3)C=C1